rac-tert-butyl (3R,5S)-3-hydroxy-5-phenylpiperidine-1-carboxylate O[C@H]1CN(C[C@@H](C1)C1=CC=CC=C1)C(=O)OC(C)(C)C |r|